C1C(CC2=CC=CC=C12)NC1=NC=2[C@H](CCCC2C=N1)C1=NN=C(O1)CC(=O)N1CC2=C(CC1)N=NN2 (S)-2-(5-(2-((2,3-dihydro-1H-inden-2-yl)amino)-5,6,7,8-tetrahydroquinazolin-8-yl)-1,3,4-oxadiazol-2-yl)-1-(3,4,6,7-tetrahydro-5H-[1,2,3]triazolo[4,5-c]pyridin-5-yl)ethan-1-one